FC1=C(COC2=CC=3C[C@@H]4[C@@H](C3C=C2)C4)C=C(C=C1)C=1C=C4C(=NC1)NC=C4 (1S,1aS,6aR)-4-((2-fluoro-5-(1H-pyrrolo[2,3-b]pyridin-5-yl)benzyl)oxy)-1,1a,6,6a-tetrahydrocyclopropa[a]indene